C1(C(CCCC1)CO)CO 1,2-cyclohexanedimethanol